FC1=C(C=C(C=C1)C)C1=CC2=C(OCCN2)C=N1 7-(2-fluoro-5-methylphenyl)-1H,2H,3H-pyrido[3,4-b][1,4]oxazine